C1(CC1)C=1N=CN(C1)C1=C(C=C(C=C1)[N+](=O)[O-])S(=O)(=O)NCC1=C(C=C(C=C1)OC)OC 2-(4-cyclopropyl-1H-imidazol-1-yl)-N-(2,4-dimethoxybenzyl)-5-nitrobenzenesulfonamide